methyl 3,4-dimethyl-4-nitrovalerate CC(CC(=O)OC)C(C)([N+](=O)[O-])C